Cl.C(C)OC([C@H](N)C)=O D-Alanine ethyl ester hydrochloride